(4s,5s)-(-)-2-ethyl-5-phenyl-2-oxazoline-4-methanol CCC1=N[C@H]([C@@H](O1)C2=CC=CC=C2)CO